OC1=C(C=CC=C1)C1=NC=CC=C1 2-(2-hydroxyphenyl)pyridine